6-amino-4-chloro-2,8-dimethyl-7H,8H-pyrido[2,3-d]pyrimidin-7-one NC1=CC2=C(N=C(N=C2Cl)C)N(C1=O)C